C(CCC)(=O)C(C(O)(CC([O-])=O)C(C)=O)[N+](C)(C)C butyryl-acetyl-carnitine